C(C)(C)(C)OC(=O)N1[C@@H]2[C@@H]([C@H](C[C@H]1CC2)NC(=O)OCC2=CC=CC=C2)F |r| rac-(1S,2R,3S,5R)-3-{[(benzyloxy)carbonyl]amino}-2-fluoro-8-azabicyclo[3.2.1]octane-8-carboxylic acid tert-butyl ester